NC1=C(C=CC(=C1)NCC1=CC=NC=C1)NC(CCCCCCCCC)=O N-(2-amino-4-((pyridin-4-ylmethyl)amino)phenyl)decanamide